(1-(1-(6-((2-amino-2-oxo-1-phenylethyl)thio)-3,5-dicyano-4-ethylpyridin-2-yl)piperidin-4-yl)-2-oxopyrrolidin-3-yl)carbamic acid tert-butyl ester C(C)(C)(C)OC(NC1C(N(CC1)C1CCN(CC1)C1=NC(=C(C(=C1C#N)CC)C#N)SC(C(=O)N)C1=CC=CC=C1)=O)=O